C(C)(C)OC(C(=O)[O-])(C(=O)C(CC)CC)OC(C)C.[Ti+4].C(C)(C)OC(C(=O)[O-])(C(=O)C(CC)CC)OC(C)C.C(C)(C)OC(C(=O)[O-])(C(=O)C(CC)CC)OC(C)C.C(C)(C)OC(C(=O)[O-])(C(=O)C(CC)CC)OC(C)C titanium(IV) diisopropoxydiethylacetoacetate